Cl.CN(CCCN=C=N)C 3-[3-dimethylaminopropyl]carbodiimide hydrochloride